N-(4-cyano-2-fluoro-phenyl)-4-(2-pyridinyl)-1H-pyrrole-3-sulfonamide C(#N)C1=CC(=C(C=C1)NS(=O)(=O)C1=CNC=C1C1=NC=CC=C1)F